6-methyl-N-(1-methyl-1H-indazol-5-yl)-4-[(1-methylcyclopropyl)amino]furo[2,3-d]pyrimidine-5-carboxamide CC1=C(C2=C(N=CN=C2NC2(CC2)C)O1)C(=O)NC=1C=C2C=NN(C2=CC1)C